acetamido-5-acetylfuran C(C)(=O)NC=1OC(=CC1)C(C)=O